FC=1C=C2CCC(OC2=CC1)C(C)(O)NCC(O)C1OC2=CC=C(C=C2CC1)F 1-(6-fluoro-chroman-2-yl)-{[2-(6-fluoro-chroman-2-yl)-2-hydroxy-ethyl]amino}ethanol